C(C)[C@H]1[C@H](NC([C@H]1F)=O)COC1=CSC=2C1=NC(=C(C2)C(=O)N)OC 3-(((2s,3s,4s)-3-ethyl-4-fluoro-5-oxopyrrolidin-2-yl)methoxy)-5-methoxythieno[3,2-b]pyridine-6-carboxamide